ClC1=CC(=C(C=C1)[Mg]Cl)OC (4-chloro-2-methoxyphenyl)magnesium chloride